(2R,3R,11bR)-3-(2,2-dimethylpropyl)-10-methoxy-9-{[4-(trifluoromethyl)phenyl]methoxy}-1H,2H,3H,4H,6H,7H,11bH-pyrido[2,1-a]isoquinolin-2-ol CC(C[C@H]1[C@@H](C[C@H]2N(CCC3=CC(=C(C=C23)OC)OCC2=CC=C(C=C2)C(F)(F)F)C1)O)(C)C